N[C@H](C)C1=NN2C(C=C(C=C2N2C(C3CC3C2)=O)C2CC2)=C1 |o1:1| 3-(2-((R*)-1-aminoethyl)-5-cyclopropylpyrazolo[1,5-a]pyridin-7-yl)-3-azabicyclo[3.1.0]hexan-2-one